NC1(CCN(CC1)C=1C2=C(N=CN1)NC=C2)C(=O)NC(C(=O)N)C2=CC=C(C=C2)Cl 4-amino-N-[2-amino-1-(4-chlorophenyl)-2-oxoethyl]-1-(7H-pyrrolo[2,3-d]pyrimidin-4-yl)piperidine-4-carboxamide